(4-fluoro-2-(trifluoromethyl)phenyl)-5,6,7,8-tetrahydroimidazo[1,2-a]pyrazin-3-amine FC1=CC(=C(C=C1)C=1N=C2N(CCNC2)C1N)C(F)(F)F